CN(C1=CC=C(N=N1)C1=C(C=CC(=C1)C=1C=NN2C1CNCC2)O)C2CC(NC(C2)(C)C)(C)C 2-(6-(methyl(2,2,6,6-tetramethylpiperidin-4-yl)amino)pyridazin-3-yl)-4-(4,5,6,7-tetrahydropyrazolo[1,5-a]pyrazin-3-yl)phenol